5-(isoxazol-3-yl)-7-methylpyrazolo[1,5-a]Pyrimidine-3-carboxylic acid O1N=C(C=C1)C1=NC=2N(C(=C1)C)N=CC2C(=O)O